NCC1C[C@@H]2[C@@H](CN(C2)C(=O)OC(C)(C)C)C1 tert-Butyl (3aR,5s,6aS)-5-(aminomethyl)-3,3a,4,5,6,6a-hexahydro-1H-cyclopenta[c]pyrrole-2-carboxylate